hexamethylene bis(thiosulfate) S(=S)(=O)(OCCCCCCOS(=S)(=O)[O-])[O-]